C1(=CC=CC=C1)[Ni]Cl phenylnickel chloride